CCCCCCCCCCCCCCCCCCCCCCCC(=O)N[C@@H](COP(=O)([O-])OCC[N+](C)(C)C)[C@@H]([C@@H](CCCCCCCCCCC(C)C)O)O The molecule is an N-acyl-4-hydroxy-15-methylhexadecasphinganine-1-phosphocholine in which the acyl group has 24 carbons and 0 double bonds. It derives from a 15-methylhexadecaphytosphingosine.